N1C=CC2=CC=C(C=C12)OCC1=C(C=O)C=CC=C1 (indole-6-oxymethyl)-benzaldehyde